9-(2-phosphonomethoxyethyl)-2,6-diaminopurine P(=O)(O)(O)COCCN1C2=NC(=NC(=C2N=C1)N)N